C1(CC1)N1[C@H]([C@H](N(CC1)C1=NC=CC(=N1)C1=CN=C2N1C=C(C=C2)C(F)(F)F)C)CNS(=O)(=O)C N-{(2S,3R)-1-cyclopropyl-3-methyl-4-[4-(6-trifluoromethyl-imidazo[1,2-a]pyridin-3-yl)-pyrimidin-2-yl]-piperazin-2-ylmethyl}-methanesulfonamide